1-[[2-(2,3-difluoropropoxy)pyridin-4-yl]methyl]-3-[rac-(1R,3S)-3-(trifluoromethyl)cyclopentyl]urea FC(COC1=NC=CC(=C1)CNC(=O)N[C@H]1C[C@H](CC1)C(F)(F)F)CF |r|